6-chloro-2-oxoindol ClC=1C=CC2=CC(N=C2C1)=O